ClC1=C(C=CC=C1C=1C=C2N(C=C(N(C2=O)C)CN2C[C@H](CC2)C(=O)O)C1)C1=C(C(=CC=C1)C=1C=C2N(C=C(N(C2=O)C)CN2C[C@H](CC2)C(=O)O)C1)Cl (3S,3'S)-1,1'-(((2,2'-dichloro-[1,1'-biphenyl]-3,3'-diyl)bis(2-methyl-1-oxo-1,2-dihydropyrrolo[1,2-a]pyrazine-7,3-diyl))bis(methylene))bis(pyrrolidine-3-carboxylic acid)